ClC1=CC=C(CNC2=NC=CC=C2)C=C1 N-(4-chlorobenzyl)pyridin-2-amine